1,1,1,3,3,3-hexafluoro-propan-2-yl (±)-1-(5,6,7,8-tetrahydro-pyrido[3,4-d]-pyrimidine-7-carbonyl)-6-azaspiro[2.5]-octane-6-carboxylate N1=CN=CC2=C1CN(CC2)C(=O)[C@@H]2CC21CCN(CC1)C(=O)OC(C(F)(F)F)C(F)(F)F |r|